ClC=1C=NC=C(C1C(C)OC=1C=C2C(=NN(C2=CC1)C1OCCCC1)C1=NC2=C(N1)CN(C2)C(=O)[O-])Cl 2-(5-(1-(3,5-Dichloropyridin-4-yl)ethoxy)-1-(tetrahydro-2H-pyran-2-yl)-1H-Indazol-3-yl)-4,6-dihydropyrrolo[3,4-d]imidazol-5(1H)-carboxylate